Vinyl-tri-(β-methoxyethoxy)-silane C(=C)[Si](OCCOC)(OCCOC)OCCOC